ethyl 2-(6-(3,3-dimethylbutoxy)pyridin-3-yl)-4-((4-methoxybenzyl)amino)-6-methylpyrimidine-5-carboxylate CC(CCOC1=CC=C(C=N1)C1=NC(=C(C(=N1)NCC1=CC=C(C=C1)OC)C(=O)OCC)C)(C)C